(methyl-2-phenyl-ethyl-2-phenyl-methyl-ethyl) ketone CC(C(C)(CCC1=CC=CC=C1)C(=O)C(C(C)C1=CC=CC=C1)(CCC1=CC=CC=C1)C)C1=CC=CC=C1